C1(CC1)C=1C=C2C(=CN(C(C2=CN1)=O)C)C1=CC(=C(C=O)C(=C1)OC)OC 4-(6-cyclopropyl-2-methyl-1-oxo-1,2-dihydro-2,7-naphthyridin-4-yl)-2,6-dimethoxybenzaldehyde